5-(difluoromethyl)-1-(2-((2-(dimethylamino)ethyl)amino)-2-oxoethyl)-1H-pyrazole-3-carboxylic acid FC(C1=CC(=NN1CC(=O)NCCN(C)C)C(=O)O)F